Cl.C(C)[C@H]1OC2=C(CNC1)N=CC(=C2)O (2R)-2-Ethyl-2,3,4,5-tetrahydropyrido[2,3-f][1,4]oxazepin-8-ol hydrochloride